tert-butyl 4-(2-{[4-(5-cyclopropyl-1,2,4-oxadiazol-3-yl)-4-methylpiperidine-1-carbonyl]amino}phenyl)-1,4-diazepan-1-carboxylate C1(CC1)C1=NC(=NO1)C1(CCN(CC1)C(=O)NC1=C(C=CC=C1)N1CCN(CCC1)C(=O)OC(C)(C)C)C